C1COCC(=O)N1C2=CC=C(C=C2)[N+](=O)[O-] 4-(3-oxo-4-morpholinyl)nitrobenzene